C=1C=C(CC2=CC=3C4=C(C=5C=CC=CC5C=C4C=CC3)C12)N naphtho[1,2,3-fg]anthracene-3-amine